(2-(trifluoromethyl)phenyl)methanol FC(C1=C(C=CC=C1)CO)(F)F